C(C)(C)(C)OC(=O)N1CC(C1)CN1CCC(CC1)(F)F 3-[(4,4-difluoropiperidino)methyl]azetidine-1-carboxylic Acid Tert-Butyl Ester